1,4a-dimethyl-2,3,4,9,10,10a-hexahydrophenanthrene-1-carboxylic acid CC1(CCCC2(C3=CC=CC=C3CCC12)C)C(=O)O